C(C)OC(C[C@@H](C=1N(C=CC1)C1=CC=CC=C1)N)=O (S)-3-amino-3-(1-phenyl-1H-pyrrol-2-yl)propionic acid ethyl ester